1-(5Z,8Z,11Z,14Z-eicosatetraenoyl)-2-(9Z-nonadecenoyl)-glycero-3-phosphocholine CCCCCCCCC/C=C\CCCCCCCC(=O)O[C@H](COC(=O)CCC/C=C\C/C=C\C/C=C\C/C=C\CCCCC)COP(=O)([O-])OCC[N+](C)(C)C